tert-Butyl 3-(acetylthio)piperidine-1-carboxylate C(C)(=O)SC1CN(CCC1)C(=O)OC(C)(C)C